(S)-5-(chloromethyl)oxazolidin-2-one ClC[C@@H]1CNC(O1)=O